C(C)OC(C(=C)C1=CN=CN1CC1CN(C1)S(=O)(=O)C)=O 1-((1-(methylsulfonyl)azetidin-3-yl)methyl)-1H-imidazol-5-ylAcrylic acid ethyl ester